C(C)(C)(C)OC(=O)N1CC2(C1)CC(C2)N(C2CCCC2)S(NC(=O)OC(C)(C)C)(=O)=O.CC2=CC=CC1=CN(CN=C21)CCBr 8-methyl-3-(2-bromoethyl)quinazoline tert-butyl-6-((N-(tert-butoxycarbonyl)sulfamoyl)(cyclopentyl)amino)-2-azaspiro[3.3]heptane-2-carboxylate